OC(C)C1=NC=2C(=C3C(=NC2)NC=C3)N1N1CCC(CC1)CC#N 2-(1-(2-(1-hydroxyethyl)imidazo[4,5-d]pyrrolo[2,3-b]pyridine-1(6H)-yl)piperidine-4-yl)acetonitrile